3-methylpyridin-4-ylboronic acid CC=1C=NC=CC1B(O)O